1-(4-fluoro-3-(3-(piperazin-1-yl)quinoxaline-6-carbonyl)phenyl)-3-(4-fluorophenyl)urea FC1=C(C=C(C=C1)NC(=O)NC1=CC=C(C=C1)F)C(=O)C=1C=C2N=C(C=NC2=CC1)N1CCNCC1